Hydroxy-2,5-dioxaborolidine-3-sulfonic acid sodium salt [Na+].OB1OC(CO1)S(=O)(=O)[O-]